(+/-)-trans-4-(4-hydroxyphenyl)-3-{[(3-oxoisoindolin-5-yl)oxy]methyl}piperidine-1-carboxylic acid OC1=CC=C(C=C1)[C@H]1[C@@H](CN(CC1)C(=O)O)COC=1C=C2C(NCC2=CC1)=O |r|